pentaerythritol tetrakis(bis-t-butyl hydroxy hydrocinnamate) C(C)(C)(C)C(C(C(=O)OCC(COC(C(C(C1=CC=CC=C1)C(C)(C)C)(O)C(C)(C)C)=O)(COC(C(C(C1=CC=CC=C1)C(C)(C)C)(O)C(C)(C)C)=O)COC(C(C(C1=CC=CC=C1)C(C)(C)C)(O)C(C)(C)C)=O)(O)C(C)(C)C)C1=CC=CC=C1